1-(4-((3-carbamoyl-5-ethyl-6-((tetrahydro-2H-pyran-4-yl)amino)pyrazin-2-yl)amino)-2-methoxyphenyl)piperidin-4-ylpiperazine-1-carboxylic acid tert-butyl ester C(C)(C)(C)OC(=O)N1C(CNCC1)C1CCN(CC1)C1=C(C=C(C=C1)NC1=NC(=C(N=C1C(N)=O)CC)NC1CCOCC1)OC